COC1CC(CCC1)N 3-methoxycyclohexanamine